cis-2-pentadecene-1,1-dicarboxylic anhydride C1(\C=C/CCCCCCCCCCCC)C(=O)OC1=O